COC([C@H](CC(C)N)NC(=O)OC(C)(C)C)=O (2S)-4-amino-2-(tert-butoxycarbonylamino)pentanoic acid methyl ester